N-(5-cyano-4-((2-(methylthio)ethyl)amino)pyridin-2-yl)-4,4-difluoro-7-formyl-6-((4-methyl-2-oxopiperazin-1-yl)methyl)-3,4-dihydro-1,8-naphthyridine-1(2H)-carboxamide C(#N)C=1C(=CC(=NC1)NC(=O)N1CCC(C2=CC(=C(N=C12)C=O)CN1C(CN(CC1)C)=O)(F)F)NCCSC